N-[4-(azetidin-3-ylcarbamoyl)-3-chloro-phenyl]-5-(2,3-difluoro-4-methoxy-phenyl)-1-methyl-imidazole-2-carboxamide N1CC(C1)NC(=O)C1=C(C=C(C=C1)NC(=O)C=1N(C(=CN1)C1=C(C(=C(C=C1)OC)F)F)C)Cl